C(CCCCCC(C)C)(=O)OCCCCCC(C)C isooctyl isononanoate